6-(methanesulfonyl)-4-[4-(4-methoxyphenyl)piperidin-1-yl]-1-methyl-2-oxo-1,2-dihydroquinoline-3-carbonitrile CS(=O)(=O)C=1C=C2C(=C(C(N(C2=CC1)C)=O)C#N)N1CCC(CC1)C1=CC=C(C=C1)OC